CC1=NN(C(=C1)C)C1=CC=C(C=C1)[C@@H](C)N1C2=NC(=NC=C2NC1=O)C1=C(C=CC=C1)C(C)C (R)-9-(1-(4-(3,5-dimethyl-1H-pyrazol-1-yl)phenyl)ethyl)-2-(2-isopropylphenyl)-7,9-dihydro-8H-purin-8-one